N-(2-(tert-butylamino)-2-oxo-1-(1H-pyrazol-3-yl)ethyl)-N-(3-fluoro-4-morpholinophenyl)furan-3-carboxamide C(C)(C)(C)NC(C(C1=NNC=C1)N(C(=O)C1=COC=C1)C1=CC(=C(C=C1)N1CCOCC1)F)=O